N1=CN=C2N=C(NC2=C1)C1=CC=C(C=C1)O (4-purin-8-yl)phenol